O1CCC(CC1)OC=1C=C2C=CC(=CC2=CC1)CN1CCCCC1 1-((6-(Tetrahydro-2H-pyran-4-yloxy)naphthalen-2-yl)methyl)piperidin